ClC1=NC=C(C(=C1)N1CC=C(C=C1C([2H])([2H])[2H])O)C 2'-chloro-4-hydroxy-5'-methyl-6-(methyl-d3)-2H-[1,4'-bipyridine]